1-(3,5-dichloropyridin-4-yl)ethoxyl-N-(4-((3S,5R)-3,5-dimethylpiperazin-1-yl)phenyl)-1H-indazole-3-carboxamide ClC=1C=NC=C(C1C(ON1N=C(C2=CC=CC=C12)C(=O)NC1=CC=C(C=C1)N1C[C@@H](N[C@@H](C1)C)C)C)Cl